C1(CC1)N1C(C(C=2C1=CC=1C(=NN=C(C1C2)C)N[C@H](C)C2=C(C(=CC=C2)C(C(C)(C)O)(F)F)F)(C)OCC)=O 1-cyclopropyl-3-ethoxy-3,5-dimethyl-8-[[(1R)-1-[3-(1,1-difluoro-2-hydroxy-2-methyl-propyl)-2-fluoro-phenyl]ethyl]amino]pyrrolo[2,3-g]phthalazin-2-one